N-((1S,3R)-3-(3-bromo-4-fluorobenzyl)-3-(4-(hydroxymethyl-d2)oxazol-2-yl)cyclopentyl)methanesulfonamide BrC=1C=C(C[C@]2(C[C@H](CC2)NS(=O)(=O)C)C=2OC=C(N2)C([2H])([2H])O)C=CC1F